C(C)C1=NC(=CC=C1O[C@@H]1C[C@H](CCC1)C(=O)O)C=1N=NN(C1NC(=O)OCCC)C (1S,3S)-3-[(2-ethyl-6-{1-methyl-5-[(propoxycarbonyl)amino]-1H-1,2,3-triazol-4-yl}pyridin-3-yl)oxy]cyclohexane-1-carboxylic acid